FC1CCN(CC1)CC1=CC(=C2CN(C(C2=C1)=O)C1=CC(=CC=C1)C1(COC1)CC1=NN=CN1C)C(F)(F)F 6-[(4-fluoropiperidin-1-yl)methyl]-2-(3-{3-[(4-methyl-1,2,4-triazol-3-yl)methyl]oxetan-3-yl}phenyl)-4-(trifluoromethyl)-3H-isoindol-1-one